N[C@@H](C(=O)O)CNC(C1=CC(=CC(=C1)F)[C@@H]1[C@@H](OCC1)CC)=O (+)-cis-(2R)-2-amino-3-(3-(2-ethyltetrahydrofuran-3-yl)-5-fluorobenzamido)propanoic acid